COC(=O)C=1C=CC2=C(N(C=N2)CC2OCC2)C1 1-(oxetan-2-ylmethyl)-1H-benzo-[d]Imidazole-6-carboxylic acid methyl ester